ClC=1C(=C(C=CC1)NC1=NC=NC2=CC(=C(C=C12)NC(C=C)=O)C#C[C@]1(CN(CC1)C)OC)F (R)-N-(4-((3-chloro-2-fluorophenyl)amino)-7-((3-methoxy-1-methylpyrrolidin-3-yl)ethynyl)quinazolin-6-yl)acrylamide